ClC1=CC=C(C(=N1)[C@@H]1[C@H](C1)C(=O)N)C#N |r| rac-(1S*,2S*)-2-(6-chloro-3-cyanopyridin-2-yl)cyclopropane-1-carboxamide